BrC1(C(C1)OCC1=CC=CC=C1)Br ((2,2-dibromocyclopropoxy)methyl)benzene